C1(CC1)C1=NC(=C(C#N)C=C1)NC=1C(=NC=CC1)OC(F)(F)F 6-cyclopropyl-2-((2-(trifluoromethoxy)pyridin-3-yl)amino)nicotinonitrile